N-(4-chlorophenyl)-3-(3-methoxy-4-((2-methyl-6-(trifluoromethyl)pyrimidin-4-yl)oxy)phenyl)acrylamide strontium L-lactate C([C@@H](O)C)(=O)[O-].[Sr+2].ClC1=CC=C(C=C1)NC(C=CC1=CC(=C(C=C1)OC1=NC(=NC(=C1)C(F)(F)F)C)OC)=O.C([C@@H](O)C)(=O)[O-]